Chlorodimethyl-(3-(pentan-2-yl)-1,5,6,7-tetrahydro-s-indacen-1-yl)silane Cl[Si](C1C=C(C2=CC=3CCCC3C=C12)C(C)CCC)(C)C